5-(5-chloro-2-{[(3R)-3-methyl-3,4-dihydroisoquinolin-2(1H)-yl]carbonyl}phenyl)-N-(4-hydroxyphenyl)-1,2-dimethyl-N-(pyridin-4-yl)-1H-pyrrole-3-carboxamide ClC=1C=CC(=C(C1)C1=CC(=C(N1C)C)C(=O)N(C1=CC=NC=C1)C1=CC=C(C=C1)O)C(=O)N1CC2=CC=CC=C2C[C@H]1C